COC1=CC=C(C=C1)CN1C(C(C(CC1)C1CCNCC1)C(=O)OCC)C (+/-)-Ethyl 1-[(4-methoxyphenyl)methyl]-2-methyl-4-(piperidin-4-yl)piperidine-3-carboxylate